[Os-4](=O)(=O)(=O)=O osmium(IV) tetroxide